F[C@@H]1C[C@H](N(C1)C(CN1N=C(C2=CC(=CC=C12)C1=CN=NC=C1)C(=O)N)=O)C(NC1=CC(=NN1C1=C(C=CC=C1)F)C)=O 1-(2-((2S,4R)-4-fluoro-2-(1-(2-fluorophenyl)-3-methyl-1H-pyrazol-5-ylcarbamoyl)pyrrolidin-1-yl)-2-oxoethyl)-5-(pyridazin-4-yl)-1H-indazole-3-carboxamide